3-Ethyl(4-fluoro-2',5,6'-trimethyl-[1,1'-biphenyl]-3-yl)propanoate C(C)C1(CC(=CC(=C1F)C)C1=C(C=CC=C1C)C)OC(CC)=O